C(C)(=O)N1CCN(CC1)C=1C=C(C=CC1)CC(=O)NC(C=1OC(=CC1)C)C1=C(C=C(C=C1)C)N1CCCCC1 2-[3-(4-Acetylpiperazin-1-yl)phenyl]-N-{[4-methyl-2-(piperidin-1-yl)phenyl](5-methylfuran-2-yl)methyl}acetamid